(1S,2S,3S,6R)-4-((difluoromethoxy)methyl)-6-(((4-(trifluoromethyl)cyclohexyl)methyl)amino)cyclohex-4-ene-1,2,3-triol FC(OCC=1[C@@H]([C@@H]([C@H]([C@@H](C1)NCC1CCC(CC1)C(F)(F)F)O)O)O)F